C(C)C1(COC1)CC(CCCC)CC 3-ethyl-3-(2-ethylhexyl)oxetane